(E)-4,4-dimethyl-2-(4-(5-methylthiophen-2-yl)-3-oxopiperazine-1-carbonyl)pent-2-enenitrile CC(/C=C(\C#N)/C(=O)N1CC(N(CC1)C=1SC(=CC1)C)=O)(C)C